C(C=C)(=O)N1C[C@H](CCC1)C1=NN=C(O1)C=1C=CC(=NC1)NC(C1=NC(=CC=C1)C1=CC=NN1)=O (S)-N-(5-(5-(1-acryloylpiperidin-3-yl)-1,3,4-oxadiazol-2-yl)pyridin-2-yl)-6-(1H-pyrazol-5-yl)picolinamide